ClC=1C2=C(N=CN1)C=CC(=N2)N2CC(C2)NC(OC(C)(C)C)=O tert-butyl (1-(4-chloropyrido[3,2-d]pyrimidin-6-yl)azetidin-3-yl)carbamate